C1(CC1)C(CC#N)N1N=C(C=C1)C=1C=CC=C2C=NC(=NC12)NC1=CC(=CC=C1)N1CCN(CC1)CC 8-(1-(1-cyclopropylcyanoethyl)pyrazolyl)-N-(3-(1-ethylpiperazin-4-yl)phenyl)quinazolin-2-amine